ClC=1C=C2C(N(CN(C2=CC1)C1=C(C=C(C=C1)F)NC)C=1C(=NC(=CC1)OC)C)=O 6-chloro-1-(4-fluoro-2-(methylamino)phenyl)-3-(6-methoxy-2-methylpyridin-3-yl)-2,3-dihydroquinazolin-4(1H)-one